(1R,9S)-9-ethyl-5-fluoro-9-hydroxy-1-((R)-3-hydroxypyrrolidin-1-yl)-1,4-dimethyl-2,3,12,15-tetrahydrobenzo[de]pyrano[3',4':6,7]indolizino[1,2-b]quinoline-10,13(1H,9H)-dione C(C)[C@]1(C(OCC=2C(N3CC=4C(=NC=5C=C(C(=C6C5C4[C@](CC6)(C)N6C[C@@H](CC6)O)C)F)C3=CC21)=O)=O)O